O1COC2=C1C=CC(=C2)C(CN(C(OC(C)(C)C)=O)C)=O tert-Butyl (2-(benzo[d][1,3]dioxol-5-yl)-2-oxoethyl)(methyl)carbamate